N-(5-(5-((3S)-1-acryloyl-5-(trifluoromethyl)piperidin-3-yl)-1,2,4-oxadiazol-3-yl)pyridin-2-yl)-6-(1H-pyrazol-5-yl)picolinamide C(C=C)(=O)N1C[C@H](CC(C1)C(F)(F)F)C1=NC(=NO1)C=1C=CC(=NC1)NC(C1=NC(=CC=C1)C1=CC=NN1)=O